ClCC#CC1=CC=CC=2N(C(N(C21)C)=O)C2C(NC(CC2)=O)=O 3-(4-(3-chloropropan-1-yn-1-yl)-3-methyl-2-oxo-2,3-dihydro-1H-benzo[d]imidazol-1-yl)piperidine-2,6-dione